BrC1=C(C=C(C=C1)N1C(C=CC=C1)=O)OC 1-(4-bromo-3-methoxyphenyl)pyridin-2(1H)-one